O=C1C(C(C2=CC=CC=C12)=O)N=C1C(C2=CC=CC=C2C1=O)=O 2-(1,3-dioxoindan-2-yl)iminoindan-1,3-dione